[(3S)-3-piperidyl]methyl 4-[[4-[[2-(6-methyl-2-pyridyl)pyrimidin-4-yl]amino]pyrimidin-2-yl]amino]thiophene-2-carboxylate CC1=CC=CC(=N1)C1=NC=CC(=N1)NC1=NC(=NC=C1)NC=1C=C(SC1)C(=O)OC[C@@H]1CNCCC1